[C@H]12CC(C[C@H](CCC1)N2)N(C=2SC=1N=C(N=CC1N2)C=2C=C(C=1N(C2)C=C(N1)C)F)C N-[(1R,5S)-9-Azabicyclo[3.3.1]non-3-yl]-5-(8-fluoro-2-methylimidazo[1,2-a]pyridin-6-yl)-N-methyl[1,3]thiazolo[5,4-d]pyrimidin-2-amin